C1=CC=C(C=C1)OS(=O)(=O)C2=C3C=CC4=C(C=CN=C4C3=NC=C2)S(=O)(=O)OC5=CC=CC=C5 4,7-diphenyl-1,10-phenanthrolinedisulfonic acid